3-(methyl-(4-(5-(trifluoromethyl)-1,2,4-oxadiazol-3-yl)benzyl)amino)-4-morpholinylcyclobut-3-ene-1,2-dione CN(C=1C(C(C1N1CCOCC1)=O)=O)CC1=CC=C(C=C1)C1=NOC(=N1)C(F)(F)F